phenyl-trivinylsilane C1(=CC=CC=C1)[Si](C=C)(C=C)C=C